ON1[C@@H]2CC[C@H](N(C1=O)C2)C(=O)NOCCN(C(OC(C)(C)C)=O)C(C)C tert-Butyl {2-[({[(2S,5R)-6-hydroxy-7-oxo-1,6-diazabicyclo[3.2.1]oct-2-yl]carbonyl}amino)oxy]ethyl}(propan-2-yl)carbamate